C(C=C)(=O)OC=CC1=CC=CC=C1 acryloyloxy-2-phenyl-ethene